C(#N)C1=CC(=C(OCC2=NC=CC(=N2)OC2CCN(CC2)CC2=NC3=C(N2C[C@H]2OCC2)C=C(C=C3)C(=O)O)C=C1)F (S)-2-((4-((2-((4-Cyano-2-fluorophenoxy)methyl)pyrimidin-4-yl)oxy)piperidin-1-yl)methyl)-1-(oxetan-2-ylmethyl)-1H-benzo[d]imidazole-6-carboxylic acid